NC1=NC=C(C=N1)C#CC1=CC=C(C=C1)CC(C(=O)NCC(F)F)C=1N=CNC(C1O)=O 3-(4-((2-aminopyrimidin-5-yl)ethynyl)phenyl)-N-(2,2-difluoroethyl)-2-(5-hydroxy-6-oxo-1,6-dihydropyrimidin-4-yl)propanamide